FC(C=1N=COC1C(=O)N1[C@@H](C2=C(CC1)NC=N2)C2=NN1C(C=C(C=C1)C)=C2)F (S)-(4-(difluoromethyl)oxazol-5-yl)(4-(5-methylpyrazolo[1,5-a]pyridin-2-yl)-6,7-dihydro-1H-imidazo[4,5-c]pyridin-5(4H)-yl)methanone